(4'-cyclopropyl-6'-methoxy-4-((4-(1-methyl-4-(trifluoromethyl)-1H-imidazol-2-yl)benzyl)amino)-[2,5'-bipyrimidine]-5-carbonyl)proline C1(CC1)C1=NC=NC(=C1C1=NC=C(C(=N1)NCC1=CC=C(C=C1)C=1N(C=C(N1)C(F)(F)F)C)C(=O)N1[C@@H](CCC1)C(=O)O)OC